(3S)-3-{[5-(2,6-dimethoxyphenyl)-1-(4-fluorophenyl)-1H-pyrazol-3-yl]formamido}-5-phenylpentanoic acid COC1=C(C(=CC=C1)OC)C1=CC(=NN1C1=CC=C(C=C1)F)C(=O)N[C@H](CC(=O)O)CCC1=CC=CC=C1